N1C(CCC1)C=1C=NC=CC1 3-(pyrrolidine-2-yl)pyridine